BrC1=CC(=NC(=C1)COC1=C(C=C(C=C1)C(F)(F)F)Cl)C(=O)OC methyl 4-bromo-6-((2-chloro-4-(trifluoromethyl)phenoxy)methyl)picolinate